tert-butyl 4-[2-[4-[2-(dimethylamino)ethoxy]anilino]-8-(3-methoxycyclobutyl)-7-oxo-pyrido[2,3-d]pyrimidin-6-yl]-8-methyl-2,3-dihydroquinoxaline-1-carboxylate CN(CCOC1=CC=C(NC=2N=CC3=C(N2)N(C(C(=C3)N3CCN(C2=C(C=CC=C32)C)C(=O)OC(C)(C)C)=O)C3CC(C3)OC)C=C1)C